2-(2,2-dimethoxyethylthio)-7-phenylquinoline COC(CSC1=NC2=CC(=CC=C2C=C1)C1=CC=CC=C1)OC